[2H][C@@](C(=O)OCC1=CC=CC=C1)(CCC#N)NC(=O)OC(C)(C)C Benzyl α-deutero-(S)-2-((tert-butoxycarbonyl)amino)-4-cyanobutanoate